C1(=CC=CC=C1)C(C(=O)O)C1=CC=CC=C1 Diphenyl-acetic acid